N-[3-[5-(4-chlorophenyl)thiazol-2-yl]-1-bicyclo[1.1.1]pentanyl]-5-(1-methylsulfonylcyclopropyl)-1,3,4-oxadiazole-2-carboxamide ClC1=CC=C(C=C1)C1=CN=C(S1)C12CC(C1)(C2)NC(=O)C=2OC(=NN2)C2(CC2)S(=O)(=O)C